5-(benzyloxy)-2-cyclopropylaniline C(C1=CC=CC=C1)OC=1C=CC(=C(N)C1)C1CC1